Tert-butyl (2R,4S)-2-cyano-4-hydroxypyrrolidine-1-carboxylate C(#N)[C@@H]1N(C[C@H](C1)O)C(=O)OC(C)(C)C